FC1=CC=C(C=C1)NC(OC[C@H]1N(CCC1)S(=O)(=O)C1=CC(=CC=C1)S(=O)(=O)C=1SC(=CC1)CN)=O (S)-(1-((3-((5-(Aminomethyl)thiophen-2-yl)sulfonyl)phenyl)sulfonyl)pyrrolidin-2-yl)methyl (4-fluorophenyl)carbamate